3-methoxy-N-methyl-4-(3-methyl-6-(pyrazolo[1,5-a]pyrimidin-3-yl)-1H-pyrazolo[4,3-c]pyridin-1-yl)benzamide COC=1C=C(C(=O)NC)C=CC1N1N=C(C=2C=NC(=CC21)C=2C=NN1C2N=CC=C1)C